N-[(2S,3R,4S)-2-[(2,2'-difluoro-3'-methyl-[1,1'-biphenyl]-3-yl)methyl]-4-fluoro-1-(oxetane-2-carbonyl)pyrrolidin-3-yl]ethane-sulfonamide FC1=C(C=CC=C1C[C@@H]1N(C[C@@H]([C@@H]1NS(=O)(=O)CC)F)C(=O)C1OCC1)C1=C(C(=CC=C1)C)F